Cl.FC1=C(C=CC=C1)C=1N(C=C(C1)CNC)S(=O)(=O)C=1C=C(C=CC1)NS(=O)(=O)C(C)C N-(3-{[2-(2-fluorophenyl)-4-[(methylamino)methyl]-1H-pyrrol-1-yl]sulfonyl}phenyl)propane-2-sulfonylamine hydrochloride